4-((4-((4-(phenoxymethyl)cyclohexyl)methyl)phenyl)carbamoyl)piperazin-1-ium chloride [Cl-].O(C1=CC=CC=C1)CC1CCC(CC1)CC1=CC=C(C=C1)NC(=O)N1CC[NH2+]CC1